BrC=1C=C(C(=NC1)/N=C/NO)Cl (E)-N'-(5-bromo-3-chloropyridin-2-yl)-N-hydroxyformimidamide